(-)-N-ethyl-5-fluoro-2-((5-(2-(1-((2-hydroxyethyl)(methyl)amino)-4-methylpent-3-yl)-2,6-diazaspiro[3.4]oct-6-yl)-1,2,4-triazin-6-yl)oxy)-N-isopropylbenzamide fumarate C(\C=C\C(=O)O)(=O)O.C(C)N(C(C1=C(C=CC(=C1)F)OC1=C(N=CN=N1)N1CC2(CN(C2)C(CCN(C)CCO)C(C)C)CC1)=O)C(C)C